N1CCC=C(C1)C1=CC2=C(NC(O2)=O)C=C1 6-(1,2,3,6-tetrahydropyridin-5-yl)-3H-1,3-benzoxazol-2-one